4-[3-[(3R,9aS)-3-(3,4-difluorophenyl)-3-hydroxy-1,4,6,7,9,9a-hexahydropyrazino[2,1-c][1,4]oxazine-8-carbonyl]-2-chloro-phenyl]-1H-pyrrole-2-carbonitrile FC=1C=C(C=CC1F)[C@@]1(CN2[C@H](CO1)CN(CC2)C(=O)C=2C(=C(C=CC2)C=2C=C(NC2)C#N)Cl)O